(S)-1-((7-fluoro-2-(4-fluorophenyl)benzofuran-5-yl)methyl)azetidine-2-carboxamide FC1=CC(=CC=2C=C(OC21)C2=CC=C(C=C2)F)CN2[C@@H](CC2)C(=O)N